CC=1C=C(C=CC1)C(C(=O)N)CCCCCC(C)=O (3-methylphenyl)-8-oxononanamide